4,7-bis(4-(diphenylamino)phenyl)benzothiadiazole-5,6-diamine C1(=CC=CC=C1)N(C1=CC=C(C=C1)C1=C(C(=C(C2=C1N=NS2)C2=CC=C(C=C2)N(C2=CC=CC=C2)C2=CC=CC=C2)N)N)C2=CC=CC=C2